C(C=C)(=O)N1[C@H](CN(CC1)C=1C2=C(N=C(N1)OC[C@H]1N(CCC1)C)CN(CC2)C2=CN=CC1=CC=CC(=C21)[13CH3])CC#N 2-((S)-1-acryloyl-4-(7-(5-(methyl-13C)isoquinolin-4-yl)-2-(((S)-1-methylpyrrolidin-2-yl)methoxy)-5,6,7,8-tetrahydropyrido[3,4-d]pyrimidin-4-yl)piperazin-2-yl)acetonitrile